Methyl 2-(4-fluorophenyl)-3-hydroxypropionate FC1=CC=C(C=C1)C(C(=O)OC)CO